C(#N)C=1C(=NN(C1)C(C)C)S(=O)(N)=NC(NC1=C2CCCC2=CC=C1[C@@H](C)C1CC1)=O 4-Cyano-N'-((5-((S)-1-cyclopropylethyl)-2,3-dihydro-1H-inden-4-yl)carbamoyl)-1-isopropyl-1H-pyrazole-3-sulfonimidamide